CC=1N2C=3SC=4CC(CC4C3C(NCC2=NN1)C1=C(C=CC=C1)SC)C(=O)N1CCOCC1 3-Methyl-9-[2-(methylsulfanyl)phenyl]-13-(morpholine-4-carbonyl)-16-thia-2,4,5,8-tetraazatetracyclo[8.6.0.02,6.011,15]hexadeca-1(10),3,5,11(15)-tetraene